BrC1=CC=C(C=C1)C1=CC2=C(N=C3N(C2=O)CCC3)O1 2-(4-bromophenyl)-7,8-dihydrofuro[2,3-D]pyrrolo[1,2-a]pyrimidin-4(6H)-one